Methyl 4-fluoro-6-(2-oxoazepan-1-yl)pyridine-3-carboxylate FC1=C(C=NC(=C1)N1C(CCCCC1)=O)C(=O)OC